N-(2-bromo-4-methyl-3-pyridyl)-2-cyanoacetamide BrC1=NC=CC(=C1NC(CC#N)=O)C